8-Chloro-5-oxo-1,4,5,6-tetrahydrobenzo[c][2,7]naphthyridine-3(2H)-carboxylic acid tert-butyl ester C(C)(C)(C)OC(=O)N1CCC=2C3=C(NC(C2C1)=O)C=C(C=C3)Cl